(2S)-2-amino-4-[{(1R)-1-[1-benzyl-4-(2,5-difluorophenyl)-1H-pyrrol-2-yl]-2,2-dimethylpropyl}(glycoloyl)amino]-N-(2-{[N-(bromoacetyl)glycyl]amino}ethyl)butanamide N[C@H](C(=O)NCCNC(CNC(CBr)=O)=O)CCN(C(CO)=O)[C@H](C(C)(C)C)C=1N(C=C(C1)C1=C(C=CC(=C1)F)F)CC1=CC=CC=C1